3,4-dimercaptobutansulfonic acid SC(CCS(=O)(=O)O)CS